C(CCC)[Sn](C1=NC=C(C=N1)F)(CCCC)CCCC tributyl-(5-fluoropyrimidin-2-yl)stannane